2-[(4-chloro-2-methyl-phenyl)methylamino]-5-propyl-4H-[1,2,4]triazolo[1,5-a]pyrimidin-7-one ClC1=CC(=C(C=C1)CNC1=NN2C(NC(=CC2=O)CCC)=N1)C